C(C)(=O)NCCN1C2N(C3CCCCC3C1)C(C=1N(C2)C=C(C(C1O)=O)C(=O)NCC1=C(C=C(C=C1)F)F)=O 6-[2-(Acetylamino)ethyl]-N-[(2,4-difluorophenyl)methyl]-12-hydroxy-11,13-dioxo-1,2,3,4,4a,5,6,6a,7,11,13,14-dodecahydropyrido[1',2':4,5]pyrazino[1,2-a]quinazoline-10-carboxamide